The molecule is a primary alcohol that is heptane which is substituted by a methyl group at position 6 and a hydroxy group at position 1. It has a role as a mammalian metabolite. It is a primary alcohol and a volatile organic compound. CC(C)CCCCCO